COC1=C(C=CC(=C1)N1CCNCC1)NC1=NC2=CC=CC=C2C(=N1)C(F)(F)F N-(2-methoxy-4-(piperazin-1-yl)phenyl)-4-trifluoromethylquinazolin-2-amine